(S)-5-methyltetrahydrofolate CN1C=2C(NC(=NC2NCC1CNC1=CC=C(C(N[C@@H](CCC(=O)[O-])C(=O)O)=O)C=C1)N)=O